{1-[(tert-butoxy)carbonyl]piperidin-4-yl}-2-[(1,3-dioxo-2,3-dihydro-1H-isoindol-2-yl)methyl]-1,3-diethyl-1H-1,3-benzodiazol-3-ium iodide [I-].C(C)(C)(C)OC(=O)N1CCC(CC1)C1=CC=CC=2N(C(=[N+](C21)CC)CN2C(C1=CC=CC=C1C2=O)=O)CC